1-(2-chlorophenyl)-N-methylethan-1-amine ClC1=C(C=CC=C1)C(C)NC